6-chloro-4-(2,4-dichloro-3,5-dimethoxyphenyl)-5-(2,6-difluorophenyl)-2-ethylpyridazin-3(2H)-one ClC=1C(=C(C(N(N1)CC)=O)C1=C(C(=C(C(=C1)OC)Cl)OC)Cl)C1=C(C=CC=C1F)F